ClC1=CC=C(C=C1)C(C)(C(C)C1=CC=C(C=C1)Cl)O 2,3-bis(4-chlorophenyl)-butan-2-ol